CC1=C(C=NN1)C1=CC=2N=C(NC(C2S1)=O)[C@@H]1[C@@H]2C[C@@H]2CN1C(=O)OC(C)(C)C |o1:16,17,19| tert-Butyl (1R*,2S*,5S*)-2-[6-(5-methyl-1H-pyrazol-4-yl)-4-oxo-3,4-dihydrothieno[3,2-d]pyrimidin-2-yl]-3-azabicyclo[3.1.0]hexane-3-carboxylate